C(CC)N(CC=C)CCC (E)-3-(dipropylamino)propene